methyl (R)-4-formyl-2-phenyl-2,3,4,5-tetrahydrobenzo[f][1,4]oxazepine-8-carboxylate C(=O)N1C[C@H](OC2=C(C1)C=CC(=C2)C(=O)OC)C2=CC=CC=C2